(R)-N4-ethyl-N1-((R)-4-phenyl-1-(4,4,5,5-tetramethyl-1,3,2-dioxaborolan-2-yl)butyl)-2-(pyrazine-2-carboxamido)succinamide C(C)NC(C[C@H](C(=O)N[C@@H](CCCC1=CC=CC=C1)B1OC(C(O1)(C)C)(C)C)NC(=O)C1=NC=CN=C1)=O